C(C)(C)(C)C=1C=CC2=CC=C3C(=CC(=NC3=C2N1)Cl)C1=CC=CC=C1 9-(tert-butyl)-2-chloro-4-phenyl-1,10-phenanthroline